CC1(CCN2C3=C(C=C12)N=CC(=N3)[C@@H]3CCC[C@H]([C@@H](N3)COC3=NC(=NC(=C3)C3=C(C=CC=C3C)C)NS(=O)(=O)C=3C=C(C(=O)O)C=CC3)CC(C)C)C |r| racemic-3-[(4-{[(2R,3S,7S)-7-{8,8-dimethyl-6H,7H,8H-pyrazino[2,3-b]pyrrolizin-3-yl}-3-(2-methylpropyl)azepan-2-yl]methoxy}-6-(2,6-dimethylphenyl)pyrimidin-2-yl)sulfamoyl]benzoic acid